BrC=1C(=C(\C=N\C2=CC3=C(NC(=N3)C3=C(C#N)C=CC=C3)C=C2)C=C(C1O)Br)O (E)-2-(5-((3,5-dibromo-2,4-dihydroxybenzylidene)amino)-1H-benzo[d]imidazol-2-yl)benzonitrile